aluminum pyrrolate N1C(=CC=C1)C(=O)[O-].[Al+3].N1C(=CC=C1)C(=O)[O-].N1C(=CC=C1)C(=O)[O-]